4-[4-(2,6-dioxo-piperidin-3-ylamino)-2-fluoro-phenyl]-piperidine-1-carboxylic acid tert-butyl ester C(C)(C)(C)OC(=O)N1CCC(CC1)C1=C(C=C(C=C1)NC1C(NC(CC1)=O)=O)F